C[C@@]12[C@]3(C[C@@H]4[C@]3([C@H](O1)CC4=O)COC(=O)C5=CC=CC=C5)O[C@H]6[C@H](O2)[C@H]([C@@H]([C@H](O6)CO)O)O The molecule is an organic heteropentacyclic compound with formula C23H26O10, isolated from several species of Paeoniae. It has a role as a plant metabolite. It is a benzoate ester, an organic heteropentacyclic compound, a cyclic ketal, a cyclic ketone and a bridged compound.